tert-butyl (2R,5S)-2-(hydroxymethyl)-5-methylmorpholine-4-carboxylate OC[C@H]1CN([C@H](CO1)C)C(=O)OC(C)(C)C